(R)-2-(3-(4-amino-2-oxo-3-(4-phenoxyphenyl)-2,3-dihydro-1H-imidazo[4,5-c]pyridin-1-yl)piperidine-1-carbonyl)-4,4-dimethylpent-2-enenitrile NC1=NC=CC2=C1N(C(N2[C@H]2CN(CCC2)C(=O)C(C#N)=CC(C)(C)C)=O)C2=CC=C(C=C2)OC2=CC=CC=C2